4-(3-methyl-1H-1,2,4-triazol-1-yl)benzamid CC1=NN(C=N1)C1=CC=C(C(=O)N)C=C1